C1CCC2=C(C=3CCCC3C=C12)NC(=O)NS(=O)(=O)C=1OC=C(C1)C(C)(C)O N-((1,2,3,5,6,7-hexahydro-s-indacen-4-yl)carbamoyl)-4-(2-hydroxypropan-2-yl)furan-2-sulfonamide